3-(4-{[6-(1,1-difluoroethyl)-7H-pyrrolo[2,3-d]pyrimidin-4-yl]oxy}bicyclo[2.2.1]hept-1-yl)-1-[5-(trifluoromethyl)-3-pyridinyl]-2,4-imidazolidinedione FC(C)(F)C1=CC2=C(N=CN=C2OC23CCC(CC2)(C3)N3C(N(CC3=O)C=3C=NC=C(C3)C(F)(F)F)=O)N1